6-(2,6-dimethoxybenzylamino)-9-β-D-arabinofuranosylpurine COC1=C(CNC2=C3N=CN(C3=NC=N2)[C@H]2[C@@H](O)[C@H](O)[C@H](O2)CO)C(=CC=C1)OC